COC1=CC=C(C=C1)SC1=CC=C(C=C1)[S+](C1=CC=C(C=C1)OC)C1=CC=C(C=C1)OC 4-(4-methoxyphenylthio)phenylbis(4-methoxyphenyl)sulfonium